ethyl (R)-2-chloro-1,4-dimethyl-5-(2-oxo-2-((1,1,1-trifluoroprop-2-yl) amino) acetyl)-1H-pyrrole-3-carboxylate ClC=1N(C(=C(C1C(=O)OCC)C)C(C(N[C@@H](C(F)(F)F)C)=O)=O)C